N(=[N+]=[N-])CCOCCOCCOCCOC1=C(C=C(C=C1)[C@H](CC(=O)O)N1C(N(CC1)CCCC1=NC=2NCCCC2C=C1)=O)F (S)-3-(4-(2-(2-(2-(2-azidoethoxy)ethoxy)ethoxy)ethoxy)-3-fluorophenyl)-3-(2-oxo-3-(3-(5,6,7,8-tetrahydro-1,8-naphthyridin-2-yl)propyl)imidazolidin-1-yl)propanoic acid